C(CC)N(CCC)C(C[SiH2]C1=CC(=CC=C1)C=C)N(CCC)CCC bis(dipropylamino)ethyl-(3-vinylphenyl)silane